[Li+].N1C(=CC2=CC=CC=C12)C(=O)[O-] indole-2-carboxylic acid, Lithium salt